tert-butyl N-[(4R)-8-[6-(2,3-dichlorophenyl) sulfanyl-5-methyl-3-pyridyl]-8-azaspiro[4.5]decan-4-yl]carbamate ClC1=C(C=CC=C1Cl)SC1=C(C=C(C=N1)N1CCC2([C@@H](CCC2)NC(OC(C)(C)C)=O)CC1)C